C1CCC2=C(C=3CCCC3C=C12)NC(=O)N=S(=O)(N)C1=CC=C(C=C1)CC(C)C N'-(1,2,3,5,6,7-hexahydro-s-indacen-4-ylcarbamoyl)-4-isobutylbenzenesulfonimidamide